Ethyl (E)-3-hydroxy-2-(6-methyl-1-oxo-3-(pyridin-2-yl)-1H-isochromen-4-yl)but-2-enoate O/C(=C(/C(=O)OCC)\C1=C(OC(C2=CC=C(C=C12)C)=O)C1=NC=CC=C1)/C